2-fluoro-7-(isoquinolin-4-yl)-2-phenyl-5,7-diazaspiro[3.4]octane-6,8-dione FC1(CC2(C1)NC(N(C2=O)C2=CN=CC1=CC=CC=C21)=O)C2=CC=CC=C2